(2S,3R)-methyl-3-(2-iodophenyl)-1,4-dioxaspiro[4.5]decane-2-carboxylate COC(=O)[C@H]1OC2(O[C@@H]1C1=C(C=CC=C1)I)CCCCC2